COC1CC2OC(OCC2OC1C(=O)[O-])C1=CC=CC=C1 7-methoxy-2-phenylhexahydropyrano[3,2-d][1,3]dioxine-6-carboxylate